FC=1C=C(C=CC1NC1=NC=C(C(=N1)C=1C=NN(C1)[C@@H](C)[C@H](C)O)C(F)(F)F)S(=O)(=O)N 3-fluoro-4-((4-(1-((2S,3S)-3-hydroxybut-2-yl)-1H-pyrazol-4-yl)-5-(trifluoromethyl)pyrimidin-2-yl)amino)benzenesulfonamide